2-(p-tolyl)-4,6-bis-(trichloromethyl)-s-triazine C1(=CC=C(C=C1)C1=NC(=NC(=N1)C(Cl)(Cl)Cl)C(Cl)(Cl)Cl)C